NC(C(C(CC1=CC=CC=C1)NC(=O)C1=C(N=C(O1)C)C1=C(C(=CC=C1)OC)F)=O)=O N-(4-amino-3,4-dioxo-1-phenylbutan-2-yl)-4-(2-fluoro-3-methoxyphenyl)-2-methyloxazole-5-carboxamide